4-(8-(5-cyclopropyl-4-(5-fluoropyridin-2-yl)-2-hydroxybenzyl)-2-oxo-1-oxa-3,8-diazaspiro[4.5]decan-3-yl)benzenesulfonic acid C1(CC1)C=1C(=CC(=C(CN2CCC3(CN(C(O3)=O)C3=CC=C(C=C3)S(=O)(=O)O)CC2)C1)O)C1=NC=C(C=C1)F